C(CCC(=O)[O-])(=O)OC=CCCCCCCCCCC α-dodecenyl succinate